3-[4-[(1-cyanomethyl-1H-pyrazol-3-yl)methyl]phenyl]-5-(trifluoromethyl)-1,2,4-oxadiazole C(#N)CN1N=C(C=C1)CC1=CC=C(C=C1)C1=NOC(=N1)C(F)(F)F